2-methyl-5-hydroxy-ethylaminophenol CCCNC1=C(C=C(C=C1)O)O